C(CC)C1CN(C1)C(=O)N 3-propyl-azetidine-1-carboxamide